C1(CC1)C=1NC(=NN1)C1CC2(CN(C2)C(=O)N2CC3(C2)CC(C3)CC3=CC(=NC(=C3)C(F)(F)F)C#N)C1 4-[[2-[6-(5-cyclopropyl-4H-1,2,4-triazol-3-yl)-2-azaspiro[3.3]heptane-2-carbonyl]-2-azaspiro[3.3]heptan-6-yl]methyl]-6-(trifluoromethyl)picolinonitrile